N1=NC(=CC=C1)CN1C(C2=CC=CC=C2CC1)=O pyridazin-3-ylmethyl-3,4-dihydroisoquinolin-1(2H)-one